FC1=C(C=C(C(=C1)C#CC1=CC=C(C=C1)CCCCC)F)I 1,4-difluoro-2-iodo-5-((4-n-pentylphenyl)ethynyl)benzene